O=C1N(C(C2=CC=CC=C12)=O)C=1C=NC(=CC1)OC 3-(1,3-dioxoisoindolin-2-yl)-6-methoxypyridine